C1=CC=C(C=C1)S(=O)(=O)OCCC propyl 4-benzenesulfonate